C(C1=CC=CC=C1)OC1=CC=C(C(=O)NCCC2CCN(CC2)CC2=C(C=CC=C2)O)C=C1 4-(benzyloxy)-N-(2-{1-[(2-hydroxyphenyl)methyl]piperidin-4-yl}ethyl)benzamide